(S)-N-(2-(hydroxymethyl)-6-(4-(2-hydroxypropan-2-yl)piperidin-1-yl)-2-methyl-2,3-dihydrobenzofuran-5-yl)pyrazolo[1,5-a]pyrimidine-3-carboxamide OC[C@]1(OC2=C(C1)C=C(C(=C2)N2CCC(CC2)C(C)(C)O)NC(=O)C=2C=NN1C2N=CC=C1)C